C1(CCC1)C(=O)O cyclobutane-carboxylic acid